diallylparaben C(C=C)C=1C(=C(C(O)=O)C=CC1O)CC=C